C1(=CC=CC=C1)C(=O)N1CC2(C1)C=C(C(C(C2)(C)C)=O)C#N 2-(benzenecarbonyl)-8,8-dimethyl-7-oxo-2-azaspiro[3.5]non-5-ene-6-carbonitrile